O=C1NC2=CC=CC=C2C12C1(NCC2)CCCCC1 2''-oxo-dispiro[cyclohexane-1,2'-pyrrolidine-3',3''-indoline]